tert-butyl 4-[(1s,3s)-3-(trifluoromethanesulfonyloxy)cyclobutoxy]piperidine-1-carboxylate FC(S(=O)(=O)OC1CC(C1)OC1CCN(CC1)C(=O)OC(C)(C)C)(F)F